COC1=CC=C(C=C1)CC(=O)NC=1N=CC(=NC1)C(=O)NCC(=O)[O-] N-(5-(2-(4-methoxyphenyl)acetamido)pyrazine-2-carbonyl)glycinate